((2-(2-Amino-6-methoxypyridin-4-yl)-6-((R)-3-methyl-morpholino)pyrimidin-4-yl)imino)(cyclopropyl)-(methyl)-λ6-sulfanone NC1=NC(=CC(=C1)C1=NC(=CC(=N1)N=S(=O)(C)C1CC1)N1[C@@H](COCC1)C)OC